2-oxo-6-(3-(trifluoromethyl)phenyl)-2,3-dihydro-1H-imidazo[4,5-b]Pyridine O=C1NC=2C(=NC=C(C2)C2=CC(=CC=C2)C(F)(F)F)N1